spiro[3.3]heptan-2-ylmethyl ((2-(2,6-dioxopiperidin-3-yl)-1,3-dioxoisoindolin-5-yl) methyl)carbamate O=C1NC(CCC1N1C(C2=CC=C(C=C2C1=O)CNC(OCC1CC2(C1)CCC2)=O)=O)=O